FC=1C=2N(C=C(C1)NC(=O)N1CCC=3C1=NC=CC3N3CCN(CC3)C)C=C(N2)C N-(8-fluoro-2-methylimidazo[1,2-a]pyridin-6-yl)-4-(4-methylpiperazin-1-yl)-2,3-dihydro-1H-pyrrolo[2,3-b]pyridine-1-carboxamide